The molecule is a non-proteinogenic alpha-amino acid that is isobutyric acid in which the alpha-hydrogen has been replaced by a methylamino group. It has a role as a human urinary metabolite. It is an alanine derivative, a non-proteinogenic alpha-amino acid and a secondary amino compound. It derives from an isobutyric acid. CC(C)(C(=O)O)NC